C(C)(C)N1C(=NC2=NC=C(C=C21)C=2C=CN1N=C(N=CC12)NC1CCN(CC1)C)C 5-(1-isopropyl-2-methyl-1H-imidazo[4,5-b]pyridin-6-yl)-N-(1-methylpiperidin-4-yl)pyrrolo[2,1-f][1,2,4]triazin-2-amine